(3R,4S)-4-(4-amino-3-(4-phenoxyphenyl)-1H-pyrazolo[3,4-d]pyrimidin-1-yl)-3-fluoro-[1,4'-bipiperidine]-1'-carboxylic acid tert-butyl ester C(C)(C)(C)OC(=O)N1CCC(CC1)N1C[C@H]([C@H](CC1)N1N=C(C=2C1=NC=NC2N)C2=CC=C(C=C2)OC2=CC=CC=C2)F